trans-4-((6-(4-(3,4-dihydroisoquinolin-2(1H)-yl)-3-hydroxypiperidin-1-carbonyl)pyrimidin-4-yl)amino)piperidine-1-carboxylic acid methyl ester COC(=O)N1CCC(CC1)NC1=NC=NC(=C1)C(=O)N1C[C@H]([C@@H](CC1)N1CC2=CC=CC=C2CC1)O